ClC1=C(C=NN(C1=O)C)NC=1C=C2CCN(CC2=CC1)CCCCCNC(OC(C)(C)C)=O tert-butyl (5-(6-((5-chloro-1-methyl-6-oxo-1,6-dihydropyridazin-4-yl)amino)-3,4-dihydroisoquinolin-2(1H)-yl)pentyl)carbamate